N4-cyclohexyl-N6-(2-methoxy-4-morpholinophenyl)-3-(4-methyl-4H-1,2,4-triazol-3-yl)-1H-pyrazolo[3,4-d]pyrimidine-4,6-diamine C1(CCCCC1)NC1=C2C(=NC(=N1)NC1=C(C=C(C=C1)N1CCOCC1)OC)NN=C2C2=NN=CN2C